(Z)-allyl-1,3-d2 2-oxopropanoate O=C(C(=O)OC(\C=C/[2H])[2H])C